4-(2-isopropyl-2H-tetrazol-5-yl)phenethylcarbamic acid benzyl ester C(C1=CC=CC=C1)OC(NCCC1=CC=C(C=C1)C=1N=NN(N1)C(C)C)=O